C(C)(C)(C)OC(NCCC1=CC(=NC=C1)C1=CN=C2N1N=C(C=C2)Cl)=O (2-(2-(6-chloroimidazo[1,2-b]pyridazin-3-yl)pyridin-4-yl)ethyl)carbamic acid tert-butyl ester